methyl 6-bromo-4'-((dimethylamino) methyl)-4-methylspiro[benzo[d][1,3]dioxole-2,1'-cyclohexane]-5-carboxylate BrC=1C(=C(C2=C(OC3(CCC(CC3)CN(C)C)O2)C1)C)C(=O)OC